C(=O)(O)CC(C(NCC(NCCOCCOCCOCCOCCC(NCC)=O)=O)=O)SCCC 24-(carboxymethyl)-4,20,23-trioxo-7,10,13,16-tetraoxa-25-thia-3,19,22-triaza-octacosane